(1-(4-(2,6-bis(benzyloxy)pyridin-3-yl)phenyl)azetidin-3-yl)methanol C(C1=CC=CC=C1)OC1=NC(=CC=C1C1=CC=C(C=C1)N1CC(C1)CO)OCC1=CC=CC=C1